CS(=O)(=O)OC(COC=1C=2N(C=C(C1)C=1N=NN(C1C)C1CCN(CC1)C1COC1)N=CC2C#N)C2=NC=C(C=C2)F [2-[3-Cyano-6-[5-methyl-1-[1-(oxetan-3-yl)-4-piperidyl]triazol-4-yl]pyrazolo[1,5-a]pyridin-4-yl]oxy-1-(5-fluoro-2-pyridyl)ethyl] methanesulfonate